3-amino-1-(trans-4-cyanotetrahydro-2H-pyran-3-yl)pyrazole-4-carboxamide NC1=NN(C=C1C(=O)N)[C@@H]1COCC[C@H]1C#N